1-(5-nitropyridin-2-yl)-N-(2-(2,2,2-trifluoroacetamido)ethyl)piperidine-4-carboxamide [N+](=O)([O-])C=1C=CC(=NC1)N1CCC(CC1)C(=O)NCCNC(C(F)(F)F)=O